4-Chloro-5-cyano-N-[(4-fluorophenyl)methyl]-2-methanesulfonylbenzamide ClC1=CC(=C(C(=O)NCC2=CC=C(C=C2)F)C=C1C#N)S(=O)(=O)C